2-(3-chloro-4-(6-(1-methylcyclopropoxy)-9-((6-methylpyrimidin-4-yl)methyl)-9H-purin-8-yl)phenyl)acetamide ClC=1C=C(C=CC1C=1N(C2=NC=NC(=C2N1)OC1(CC1)C)CC1=NC=NC(=C1)C)CC(=O)N